N(=C=O)C1CC(NC(C1)(C)C)(C)C 4-isocyanato-2,2,6,6-tetramethylpiperidine